racemic-trans-cyclopentane-1,3-diol [C@H]1(C[C@H](CC1)O)O |r|